C(C)(C)(C)OC(=O)N1C(C2=CC(=CC=C2C1=O)Br)(C)C 6-bromo-1,1-dimethyl-3-oxo-isoindoline-2-carboxylic acid tert-butyl ester